phenyl-dimethoxyethoxysilane tert-Butyl-(2R)-2-((2-((4-bromo-6-chloro-1-(tetrahydro-2H-pyran-2-yl)-1H-indazol-5-yl)methoxy)ethoxy)methyl)morpholine-4-carboxylate C(C)(C)(C)OC(=O)N1C[C@@H](OCC1)COCCOCC=1C(=C2C=NN(C2=CC1Cl)C1OCCCC1)Br.C1(=CC=CC=C1)[SiH2]OCC(OC)OC